P(OCC1CCN(CCC1)C1=C(C=NC2=CC(=C(C=C12)OC)OC)C#N)([O-])=O.[Na+] sodium ((1-(3-cyano-6,7-dimethoxyquinolin-4-yl)azepan-4-yl)methyl) phosphonate